N4-[2-(2-fluorophenyl)pyrimidin-4-yl]-N2-(4-morpholinophenyl)pyrimidine-2,4-diamine FC1=C(C=CC=C1)C1=NC=CC(=N1)NC1=NC(=NC=C1)NC1=CC=C(C=C1)N1CCOCC1